N-(3-bromo-5-(tert-butyl)phenyl)-1,1-diphenylmethanimine BrC=1C=C(C=C(C1)C(C)(C)C)N=C(C1=CC=CC=C1)C1=CC=CC=C1